CC1(C2CN(CC2C1)C=1N=C2N(C(C1C)=O)C=C(C=C2[C@@H](C)NC2=C(C(=O)O)C=CC=C2)C)C 2-(((1R)-1-(2-(6,6-dimethyl-3-azabicyclo[3.2.0]heptan-3-yl)-3,7-dimethyl-4-oxo-4H-pyrido[1,2-a]pyrimidin-9-yl)ethyl)amino)benzoic acid